BrC1=CC=C2CNCCC3C2=C1C(CC3)(C)C 8-bromo-7,7-dimethyl-1,2,3,4,4a,5,6,7-octahydronaphtho[1,8-cd]azepine